CC(C)COO i-butyl hydroperoxide